ethyl 2-(2-{2-[3-(1-acetylpiperidin-4-yl)-5'-fluoro-1'-methyl-[4,6'-biindazol]-1-yl]-N-methylacetamido}acetamido)acetate C(C)(=O)N1CCC(CC1)C1=NN(C=2C=CC=C(C12)C1=C(C=C2C=NN(C2=C1)C)F)CC(=O)N(C)CC(=O)NCC(=O)OCC